(3S,5S)-N-[4-(3-Cyanophenyl)-5-(2,6-dimethyl-4-pyridyl)thiazol-2-yl]-3,5-dimethyl-piperazin-1-carboxamid C(#N)C=1C=C(C=CC1)C=1N=C(SC1C1=CC(=NC(=C1)C)C)NC(=O)N1C[C@@H](N[C@H](C1)C)C